NC=1NC2=C(C=C(C=C2C1C#N)C(F)(F)F)C 2-amino-7-methyl-5-(trifluoromethyl)-1H-indole-3-carbonitrile